tungsten-tellurium selenide [Te]=[Se].[W]